BrC=1C=C(C=CC1)C1=CC(=NN1)C(=O)OCC ethyl 5-(3-bromophenyl)-1H-pyrazole-3-carboxylate